((1R,4S)-2-azabicyclo[2.2.1]heptan-2-yl)aniline [C@@H]12N(C[C@@H](CC1)C2)NC2=CC=CC=C2